C(C=C)CCCCCCCCCCCCO.[Na] sodium allyl-dodecyl alcohol